C=12C3=C(C(=CC1)C2)C=CC=C3 benzonorbornadiene